C(C1=CC(O)=C(OC)C=C1)(=O)OC methyl isovanillate